2-(2,2,7,7-Tetramethyl-5-tricyclo[6.2.1.01,6]undec-5-enyl)propan-1-ol CC1(C23C(=C(CC1)C(CO)C)C(C(CC2)C3)(C)C)C